CC(C(=O)NCC1(CC1)COC=1C=2N(C=C(N1)C=1C=NN(C1)C)N=CC2)=C methyl-N-((1-(((6-(1-methyl-1H-pyrazol-4-yl)pyrazolo[1,5-a]pyrazin-4-yl)oxy)methyl)cyclopropyl)methyl)acrylamide